NC1=C(C=CC(=C1)Cl)C1=CC(=CC(=C1)C(=O)NC=1NC=CC1)C1=CC=C(C=C1)S(N)(=O)=O amino-4-chloro-N-(1H-pyrrol-2-yl)-4''-sulfamoyl-[1,1':3',1''-terphenyl]-5'-carboxamide